CC([C@H](C)NC(=O)C1=C(C(=NN1C)C1CCC(CC1)OC)NS(=O)(=O)C1=CC=C(C=C1)C)(C)C N-((S)-3,3-dimethylbutan-2-yl)-3-((1s,4R)-4-methoxycyclohexyl)-1-methyl-4-((4-methylphenyl)sulfonamido)-1H-pyrazole-5-carboxamide